C(C)N([C@@H]1[C@@H](CC[C@@H]1C)OC=1C=C2CN(C(C2=CC1)=O)C1C(NC(CC1)=O)=O)CC 3-(5-(((1R,2S,3S)-2-(diethylamino)-3-methylcyclopentyl)oxy)-1-oxoisoindolin-2-yl)piperidine-2,6-dione